C(#N)C=1C=C(C=NC1N1N=CC=N1)NC(=O)C1=C(C(=NS1)C=1C=NN(C1)C)C(F)(F)F N-(5-CYANO-6-(2H-1,2,3-TRIAZOL-2-YL)PYRIDIN-3-YL)-3-(1-METHYL-1H-PYRAZOL-4-YL)-4-(TRIFLUORO-METHYL)ISOTHIAZOLE-5-CARBOXAMIDE